1-(4-benzylsulfonylphenyl)-9H-pyrido[3,4-b]indole-3-carboxylic acid C(C1=CC=CC=C1)S(=O)(=O)C1=CC=C(C=C1)C1=NC(=CC2=C1NC1=CC=CC=C21)C(=O)O